[Cl-].FC1CC[NH2+]C1 4-fluoropyrrolidin-1-ium chloride